[N+](=O)([O-])C1=CC=C(CON)C=C1 O-(4-nitrobenzyl)hydroxylamine